N-(4-oxo-3,4-dihydrospiro[benzo[e][1,3]oxazine-2,1'-cyclopentane]-6-yl)-5-chloro-1H-indole-2-carboxamide O=C1NC2(CCCC2)OC2=C1C=C(C=C2)NC(=O)C=2NC1=CC=C(C=C1C2)Cl